CN1N=CC(=C1OS(=O)(=O)CCC)C(=O)C=1C=CC2=C(C(CS2(=O)=O)(C)C)C1C.OC1CCC(CC1)C(C)(C)C1CCC(CC1)O 2,2-bis(4-hydroxycyclohexyl)propane 1-methyl-4-[(3,3,4-trimethyl-1,1-dioxido-2,3-dihydro-1-benzothiophen-5-yl)carbonyl]-1H-pyrazol-5-yl-propan-1-sulfonate